(±)-trans-4-phenyl-3-[(biphenyl-3-yl)carbamoyl]pyrrolidine-1-carboxylic acid tert-butyl ester C(C)(C)(C)OC(=O)N1C[C@H]([C@@H](C1)C1=CC=CC=C1)C(NC=1C=C(C=CC1)C1=CC=CC=C1)=O |r|